C(C)OC=1C=CC(=NC1)C=1N(C(=NN1)C1CC(C1)NC(=O)C1=NC2=CC=CN=C2C=C1)C1=C(C=CC=C1)F N-((1S,3r)-3-(5-(5-ethoxypyridin-2-yl)-4-(2-fluorophenyl)-4H-1,2,4-triazol-3-yl)cyclobutyl)-1,5-naphthyridine-2-carboxamide